(S)-3-(1-Acryloylpyrrolidin-3-yl)-7-amino-1-(4-(3-fluorophenoxy)phenyl)-1,5-dihydro-4H-pyrazolo[3,4-d]pyridazin-4-on C(C=C)(=O)N1C[C@H](CC1)C1=NN(C=2C(=NNC(C21)=O)N)C2=CC=C(C=C2)OC2=CC(=CC=C2)F